2-(3-pyridyl)-2H-indazole-carboxamide N1=CC(=CC=C1)N1N=C2C=CC=CC2=C1C(=O)N